C(C1=CC=CC=C1)OC=1C=NC(=NC1)N1CCN(CC(C1)O)C(=O)OC(C)(C)C tert-butyl 4-(5-(benzyloxy) pyrimidin-2-yl)-6-hydroxy-1,4-diazepane-1-carboxylate